C(C1=CC=CC=C1)OC1=C(C(=C2C=CC(=CC2=C1)NC(CCC(=O)NCC=1C=2C3=C(C(N(C3=CC1)C1C(NC(CC1)=O)=O)=O)C=CC2)=O)F)N2S(NC(C2)=O)(=O)=O N1-(7-(benzyloxy)-6-(1,1-dioxido-4-oxo-1,2,5-thiadiazolidin-2-yl)-5-fluoronaphthalen-2-yl)-N4-((1-(2,6-dioxopiperidin-3-yl)-2-oxo-1,2-dihydrobenzo[cd]indol-6-yl)methyl)succinamide